ClCC(CCC[Si](Cl)(Cl)Cl)C 4-(chloromethyl)pentyltrichlorosilane